ClC=1C=C(C=CC1F)NC(C(=O)N(C)[C@@H](C)C1=CNC(C2=CC(=C(C=C12)F)F)=O)=O (S)-N1-(3-Chloro-4-fluorophenyl)-N2-(1-(6,7-difluoro-1-oxo-1,2-dihydroisoquinolin-4-yl)ethyl)-N2-methyloxalamide